C1=CC=CC2=NC(=C3C=CC=CC3=C12)C1=CC=CC(=N1)C1=CC=C2C=CC(=CC2=C1)C1=NC2=C3N=C(C=CC3=CC=C2C=C1)C1=CC=CC=C1 2-(7-(6-(phenanthridin-6-yl)pyridin-2-yl)naphthalen-2-yl)-9-phenyl-1,10-phenanthroline